methyl (S)-2-((4-(tert-butoxycarbonyl)-2-oxopiperazin-1-yl) methyl)-1-(oxetan-2-ylmethyl)-1H-benzo[d]imidazole-6-carboxylate C(C)(C)(C)OC(=O)N1CC(N(CC1)CC1=NC2=C(N1C[C@H]1OCC1)C=C(C=C2)C(=O)OC)=O